BrC1=C(C=C(C=C1)S(=O)(=O)NC1(CCCC1)CO)Cl 4-bromo-3-chloro-N-(1-(hydroxymethyl)cyclopentyl)benzenesulfonamide